1-propargylpseudouridine triphosphate P(O)(=O)(OP(=O)(O)OP(=O)(O)O)OC[C@@H]1[C@H]([C@H]([C@@H](O1)C1=CN(C(=O)NC1=O)CC#C)O)O